C1(CC1)C1=CC=C(C(=N1)C(F)(F)F)S(=O)(=O)N1CC2(C1)CN(C2)C2CCOCC2 2-((6-cyclopropyl-2-(trifluoromethyl)pyridin-3-yl)sulfonyl)-6-(tetrahydro-2H-pyran-4-yl)-2,6-diazaspiro[3.3]heptane